C(C1=CC=CC=C1)OC=1C=C(C=CC1)C[C@@H]([C@@H](CNC(C)(C)C1=CC(=CC=C1)OC)O)NC(OC(C)(C)C)=O tert-Butyl ((2S,3R)-1-(3-(benzyloxy)phenyl)-3-hydroxy-4-((2-(3-methoxy phenyl)propan-2-yl)amino)butan-2-yl)carbamate